NCC1=NNC(C2=CC=C(C=C12)C=1C=C(C=NC1)C1=C(C#N)C=C(C=C1)OC)=O 2-(5-(4-(aminomethyl)-1-oxo-1,2-dihydro-phthalazin-6-yl)pyridin-3-yl)-5-methoxy-benzonitrile